2,2,6,6-tetramethylphosphinan-4-one CC1(PC(CC(C1)=O)(C)C)C